tert-butyl 5-[(4-bromo-2-cyclopropyl-1,3-thiazole-5-carbonyl)amino]-4-cyclopropyl-1H-pyrazole-1-carboxylate BrC=1N=C(SC1C(=O)NC1=C(C=NN1C(=O)OC(C)(C)C)C1CC1)C1CC1